C(C)ON1CCC2=CC=CC=C12 ethoxyindoline